tert-butyl 5-bromo-3-(cyclopropanecarboxamido)-1H-indole-1-carboxylate BrC=1C=C2C(=CN(C2=CC1)C(=O)OC(C)(C)C)NC(=O)C1CC1